(S)-11-(aminomethyl)-10-bromo-4-ethyl-8-fluoro-4-hydroxy-9-methyl-1,12-dihydro-14H-pyrano[3',4':6,7]indolizino[1,2-b]quinoline-3,14(4H)-dione NCC1=C2C(=NC=3C=C(C(=C(C13)Br)C)F)C1=CC3=C(C(N1C2)=O)COC([C@]3(O)CC)=O